FC1(CN(CC1)C1=NC(=NC=C1)NCCC1=CC=CC=C1)F 4-(3,3-difluoropyrrolidin-1-yl)-N-phenethylpyrimidin-2-amine